C1(=CC=CC=C1)CNCC(=O)O N-(1-phenylmethyl)glycine